N1=NNC2=NC=C(C=C21)C=2CN(C=CC2)C2=CC=C(C=C2)C(F)(F)F 3-(3H-[1,2,3]Triazolo[4,5-b]pyridin-6-yl)-N-(4-(trifluoromethyl)phenyl)pyridin